ammonium Ammonium [NH4+].[NH4+]